BrC=1C=C2CC(C(C2=CC1)=NS(=O)C(C)(C)C)(C)C N-(5-bromo-2,2-dimethyl-2,3-dihydro-1H-indene-1-ylidene)-2-methylpropane-2-sulfinamide